ClC1=C(C#N)C=CC(=C1O)Cl 2,4-dichloro-3-hydroxybenzonitrile